OC1(CC(C1)C(=O)N1CC2(C1)CC(C2)CC2=CC(=CC=C2)C(C)C)C ((1s,3s)-3-Hydroxy-3-methylcyclobutyl)(6-(3-isopropylbenzyl)-2-azaspiro[3.3]heptan-2-yl)methanone